4-bromo-2,5-Dimethoxyphenylisopropylamine BrC1=CC(=C(C=C1OC)NC(C)C)OC